2-chloro-4-((4-nitrophenyl)amino)quinoline-6-carboxamide ClC1=NC2=CC=C(C=C2C(=C1)NC1=CC=C(C=C1)[N+](=O)[O-])C(=O)N